O(S(=O)(=O)C(F)(F)F)C1=CC2=C(N(CC(CS2(=O)=O)(CCCC)CCCC)C2=CC=CC=C2)C=C1OC 3,3-Dibutyl-7-methoxy-1,1-dioxido-5-phenyl-2,3,4,5-tetrahydro-1,5-benzothiazepin-8-yl triflate